dimethyl-phenoxyethyl-ammonium chloride [Cl-].C[NH+](CCOC1=CC=CC=C1)C